2,7-bis{2-[phenyl-(m-tolyl)amino]-9,9-dimethyl-fluoren-7-yl}-9,9-dimethyl-fluorene C1(=CC=CC=C1)N(C1=CC=2C(C3=CC(=CC=C3C2C=C1)C1=CC=2C(C3=CC(=CC=C3C2C=C1)C1=CC=C2C=3C=CC(=CC3C(C2=C1)(C)C)N(C=1C=C(C=CC1)C)C1=CC=CC=C1)(C)C)(C)C)C=1C=C(C=CC1)C